ClC1=CSC=2C1=NC(=CC2NCC=2OC=CC2)Cl 3,5-dichloro-N-(furan-2-ylmethyl)thieno[3,2-b]pyridin-7-amine